(R)-N-(1-cyanopyrrolidin-3-yl)-2-fluoro-5-(1-methyl-1H-pyrazol-4-yl)benzamide C(#N)N1C[C@@H](CC1)NC(C1=C(C=CC(=C1)C=1C=NN(C1)C)F)=O